(S)-2-((4-(3-(2-Chloro-4-(trifluoromethyl)phenoxy)benzoyl)piperazin-1-yl)methyl)-1-(oxetan-2-ylmethyl)-1H-benzo[d]imidazole-6-carboxylic acid ClC1=C(OC=2C=C(C(=O)N3CCN(CC3)CC3=NC4=C(N3C[C@H]3OCC3)C=C(C=C4)C(=O)O)C=CC2)C=CC(=C1)C(F)(F)F